C[C@@H]1N(CCNC1)C=1C2=C(N=CN1)N(C=C2C2=CC=CC=C2)S(=O)(=O)C2=CC=C(C)C=C2 (S)-4-(2-methylpiperazin-1-yl)-5-phenyl-7-tosyl-7H-pyrrolo[2,3-d]pyrimidine